(3R)-1-(6-chloro-7-(8-ethynyl-7-fluoro-3-hydroxynaphthalene-1-yl)-8-fluoro-2-(((S,E)-4-(Fluoromethylene)-1,3-dimethylpiperidin-3-yl)methoxy)quinazolin-4-yl)-3-methylpiperidin-3-ol ClC=1C=C2C(=NC(=NC2=C(C1C1=CC(=CC2=CC=C(C(=C12)C#C)F)O)F)OC[C@@]/1(CN(CC\C1=C/F)C)C)N1C[C@@](CCC1)(O)C